N1-(1H-pyrrolo[3,2-c]pyridin-3-yl)-N2-(4-(tetrahydro-2H-pyran-4-yl)phenyl)oxalamide N1C=C(C=2C=NC=CC21)NC(C(=O)NC2=CC=C(C=C2)C2CCOCC2)=O